ClC=1C=C(C2=C(N=C(O2)NC2=CC=C(C=C2)[N+](=O)[O-])C1)Cl 5,7-dichloro-N-(4-nitrophenyl)benzo[d]oxazol-2-amine